N-(6-(dimethylamino)hexyl)-6-[18F]fluoropyridazine-3-carboxamide CN(CCCCCCNC(=O)C=1N=NC(=CC1)[18F])C